1-(4-methoxybenzyl)-1H-1,2,3-triazole COC1=CC=C(CN2N=NC=C2)C=C1